FC(C)(F)C1=CC(=CS1)NC(=O)C1C(=NN(C1=O)C1=CC=C(C=C1)OC(F)(F)F)C N-(5-(1,1-difluoroethyl)thiophen-3-yl)-3-methyl-5-oxo-1-(4-(trifluoromethoxy)phenyl)-4,5-dihydro-1H-pyrazole-4-carboxamide